(methylsulfinyl)-ethanol CS(=O)C(C)O